1-(tert-butyl) 3-(2,5-dioxopyrrolidin-1-yl) (S)-pyrrolidine-1,3-dicarboxylate N1(C[C@H](CC1)C(=O)ON1C(CCC1=O)=O)C(=O)OC(C)(C)C